O1CCN(CC1)S(=O)(=O)C=1C=C(CN2CCC3(CC2)COC2=CC=4C(N(CC4C=C23)C2C(NC(CC2)=O)=O)=O)C=CC1 3-(1'-(3-(morpholinosulfonyl)benzyl)-7-oxo-5,7-dihydro-2H,6H-spiro[furo[2,3-f]isoindole-3,4'-piperidin]-6-yl)piperidine-2,6-dione